(Z)-1-chloro-2,3,3,3-tetrafluoro-propene Cl\C=C(\C(F)(F)F)/F